NC1=C(C=C(C=N1)NC(C(=O)N1C(CC[C@@H](C1)C)C=1C=C2CC3(C(N(C2=CC1)C)=O)CC3)=O)CC N-(6-amino-5-ethylpyridin-3-yl)-2-((5S)-5-methyl-2-(1'-methyl-2'-oxo-1',4'-dihydro-2'H-spiro[cyclopropane-1,3'-quinolin]-6'-yl)piperidin-1-yl)-2-oxoacetamide